FC1=C(N)C=CC(=C1C1CCC=2N(C1)C=NC2C2=NN=C(N2COCC[Si](C)(C)C)C)F 2,4-difluoro-3-[1-(5-methyl-4-[[2-(trimethylsilyl)ethoxy]methyl]-1,2,4-triazol-3-yl)-5H,6H,7H,8H-imidazo[1,5-a]pyridin-6-yl]aniline